bismuth mononitrate [N+](=O)([O-])[O-].[Bi+]